CC1=C(C=O)C=C(C=C1)[N+](=O)[O-] 2-METHYL-5-NITROBENZALDEHYDE